C(C)OC1N(C2=CC=CC=C2C=C1)C(=O)[O-] 2-ethoxyquinoline-1(2H)-carboxylate